BrC=1C=CC(=C(C1)C(C=C)=O)I 1-(5-bromo-2-iodophenyl)prop-2-en-1-one